ClC1=CC=C(C=C1)[C@@]1(N(C(C2=CC(=CC(=C12)F)[C@](CC)(C1CCN(CC1)C)O)=O)CC1=CC=C(C#N)C=C1)O[C@@H]1C[C@@H](C1)O 4-{1-[(1R)-1-(4-chlorophenyl)-7-fluoro-5-[(1S)-1-hydroxy-1-(1-methylpiperidin-4-yl)propyl]-3-oxo-1-[cis-3-hydroxycyclobutoxy]-2,3-dihydro-1H-isoindol-2-yl]methyl}benzonitrile